COC1=C(C=C(C(=O)NC(CC(C)C)CCC)C=C1C)C 4-methoxy-3,5-dimethyl-N-(2-methylheptan-4-yl)benzamide